Cl.C(CCCCC)N[C@@H](CC1=CC=CC=C1)C(=O)O.ClC=1C(=CC(=NC1)OC)C1=CC(=NN1)C(=O)N1CCC(CC1)C(=O)NCC=1N(C=CN1)C 1-[5-(5-chloro-2-methoxypyridin-4-yl)-1H-pyrazole-3-carbonyl]-N-[(1-methyl-1H-imidazol-2-yl)methyl]piperidine-4-carboxamide hexyl-L-phenylalaninate hydrochloride